Tert-butyl 6-((1-(6-(1-cyanocyclopropyl)pyridin-2-yl)-2-isopropyl-3-oxo-2,3-dihydro-1H-pyrazolo[3,4-d]pyrimidin-6-yl)amino)-3,4-dihydroisoquinoline-2(1H)-carboxylate C(#N)C1(CC1)C1=CC=CC(=N1)N1N(C(C=2C1=NC(=NC2)NC=2C=C1CCN(CC1=CC2)C(=O)OC(C)(C)C)=O)C(C)C